1-(4-((4-(benzylthio)-3-fluorophenyl)sulfonyl)piperazin-1-yl)-2,2,2-trifluoroethan-1-one C(C1=CC=CC=C1)SC1=C(C=C(C=C1)S(=O)(=O)N1CCN(CC1)C(C(F)(F)F)=O)F